O=C1NC(CCC1N1C(C2=CC=C(C=C2C1=O)CCCOCCOCCNC(OC(C)(C)C)=O)=O)=O Tert-butyl (2-(2-(3-(2-(2,6-dioxopiperidin-3-yl)-1,3-dioxoisoindolin-5-yl)propoxy)ethoxy)ethyl)carbamate